5-(aminomethyl)pyridine-2-sulfonamide HCl salt Cl.NCC=1C=CC(=NC1)S(=O)(=O)N